Cl.ClC1=C(C=C(C(=C1)S(N[C@H](C)C1CCN(CC1)C)(=O)=O)Cl)NC(C1=C(C=CC=C1)C)=O (R)-N-(2,5-dichloro-4-(N-(1-(1-methylpiperidin-4-yl)ethyl)sulfamoyl)phenyl)-2-methylbenzamide hydrochloride